(S)-3-(2-(pyridin-2-yl)dipyrrolo[2,3-b:2',3'-d]pyridin-1(6H)-yl)piperidin N1=C(C=CC=C1)C1=CC=2C(=C3C(=NC2)NC=C3)N1[C@@H]1CNCCC1